C(C)(C)(C)OC(=O)N1C[C@H]2C([C@H]2C1)C1=NOC(=C1Br)C (1R,5S,6r)-6-(4-bromo-5-methyl-1,2-oxazol-3-yl)-3-azabicyclo[3.1.0]Hexane-3-carboxylic acid tert-butyl ester